N-[(3S,4S)-1-{[(S)-2,2-difluorocyclopropyl]methyl}-3-methyl-4-piperidyl]-6-[3-(4-mesyl-2-anisidino)-1-propynyl]-1-(2,2,2-trifluoroethyl)-1H-1,3-benzimidazole-4-carboxamide FC1([C@@H](C1)CN1C[C@@H]([C@H](CC1)NC(=O)C1=CC(=CC=2N(C=NC21)CC(F)(F)F)C#CCNC=2C(OC)=CC=C(C2)S(=O)(=O)C)C)F